Ethyl 3-chloro-2-(1-cyclobutyl-1H-pyrazol-4-yl)-5-nitrobenzoate ClC=1C(=C(C(=O)OCC)C=C(C1)[N+](=O)[O-])C=1C=NN(C1)C1CCC1